3-(3-(1-(2-chloro-4-fluorophenyl)cyclopropyl)-1,2,4-oxadiazol-5-yl)-4-methyl-1-(2-(methylsulfonyl)ethyl)-1H-pyrazole-5-carbaldehyde ClC1=C(C=CC(=C1)F)C1(CC1)C1=NOC(=N1)C1=NN(C(=C1C)C=O)CCS(=O)(=O)C